(R)-3-((5-chloro-1H-indol-2-yl)methyl)-1-(1-(1-fluorocyclobutane-1-carbonyl)piperidin-3-yl)-1-methylurea ClC=1C=C2C=C(NC2=CC1)CNC(N(C)[C@H]1CN(CCC1)C(=O)C1(CCC1)F)=O